COC1=CC=C(C=C1)C(C)(C)C=1N=C(SC1)NC(NCC=1C=CC(=C(C(=O)NC)C1)N1CCNCC1)=O 5-((3-(4-(2-(4-methoxyphenyl)propan-2-yl)thiazol-2-yl)ureido)methyl)-N-methyl-2-(piperazin-1-yl)benzamide